1,3-dimethylpropylamine CC(CCC)N